C(#C)[C@@H]1N([C@H]2C(N(C[C@@H]1C2)C2=NC=CC=C2)=O)C(=O)OC(C)(C)C tert-butyl (1S,5R,7R)-7-ethynyl-4-oxo-3-(pyridin-2-yl)-3,6-diazabicyclo[3.2.1]octane-6-carboxylate